N(C1=CC=CC=C1)C1=CC=2C3(C4=CC=C(C=C4OC2C=C1C)N(CCCC)CCCC)OC(C1=C3C=CC=C1)=O 2'-anilino-6'-(dibutylamino)-3'-methylspiro[2-benzofuran-3,9'-xanthene]-1-one